N,N-dilauroyl-lysine C(CCCCCCCCCCC)(=O)N([C@@H](CCCCN)C(=O)O)C(CCCCCCCCCCC)=O